BrC1=CC=C(C=C1)S(=O)(=O)NC1CC(OCC1)C1C2=C(CCC3=C1C=CC=C3)C=CC=C2 4-bromo-N-(2-(10,11-dihydro-5H-dibenzo[a,d][7]annulen-5-yl)tetrahydro-2H-pyran-4-yl)benzenesulfonamide